C(C)C(CC(C(=O)O)=CC1=CC=C(C=C1)OC)CCCC 2-ethylhexyl-4-methoxycinnamic acid